BrC1=CC=C(C=C1)[C@@H](C(F)(F)F)N (1S)-1-(4-bromophenyl)-2,2,2-trifluoro-ethanamine